methyl 4-[(6-bromo-4-ethyl-1,1-dimethyl-3-oxo-1,2,3,4-tetrahydroisoquinolin-4-yl)methyl]benzoate BrC=1C=C2C(C(NC(C2=CC1)(C)C)=O)(CC)CC1=CC=C(C(=O)OC)C=C1